tert-butyl (2R,3S,4S)-3-(acetyloxy)-2-[(4-cyanophenyl) methyl]-4-hydroxypyrrolidine-1-carboxylate C(C)(=O)O[C@H]1[C@H](N(C[C@@H]1O)C(=O)OC(C)(C)C)CC1=CC=C(C=C1)C#N